(9R)-4-bromo-2-(3-hydroxy-3-methylbutyloxy)-9-(trifluoromethyl)-9H-fluoren-9-ol BrC1=CC(=CC=2[C@@](C3=CC=CC=C3C12)(O)C(F)(F)F)OCCC(C)(C)O